(S)-N-[(R)-(5-chloro-4-cyclobutyl-2-methoxyphenyl)(piperidin-4-yl)methyl]-2-methylpropane-2-sulfinamide ClC=1C(=CC(=C(C1)[C@H](N[S@@](=O)C(C)(C)C)C1CCNCC1)OC)C1CCC1